N-(tert-butoxycarbonyl)-L-valine methyl ester COC([C@@H](NC(=O)OC(C)(C)C)C(C)C)=O